tetramethylhydroxy-piperidinol CC1C(C(N(CC1)O)(O)C)(C)C